(3S)-3-amino-4-(3-bromo-5-chloro-7-{[(furan-2-yl)methyl]amino}thieno[3,2-b]pyridin-2-yl)butanenitrile N[C@@H](CC#N)CC1=C(C2=NC(=CC(=C2S1)NCC=1OC=CC1)Cl)Br